tert-butyl (2S)-4-[2-amino-5-bromo-3-[[5-(difluoromethyl)-1,3,4-thiadiazol-2-yl]amino]phenyl]-2-methyl-piperazine-1-carboxylate NC1=C(C=C(C=C1NC=1SC(=NN1)C(F)F)Br)N1C[C@@H](N(CC1)C(=O)OC(C)(C)C)C